N-((3-Bromophenyl)(2-(trifluoromethyl)benzofuran-3-yl)methylene)acetamide BrC=1C=C(C=CC1)C(=NC(C)=O)C1=C(OC2=C1C=CC=C2)C(F)(F)F